C(C)(=O)N[C@H](C(=O)OC)CC1=C(C=CC=C1)Br (S)-Methyl 2-acetamido-3-(2-bromophenyl)propanoate